CNC=1C=2N=CN([C@H]3[C@H](O)[C@H](O)[C@@H](CO)O3)C2N=CN1 anti-N6-methyladenosine